2-(6-amino-1-(methylamino)-2,7-naphthyridin-4-yl)benzo[d]oxazole-5-carboxylic acid NC=1C=C2C(=CN=C(C2=CN1)NC)C=1OC2=C(N1)C=C(C=C2)C(=O)O